(S)-1-(3-Fluoropropyl)-N-(4-(4,4,5,5-tetramethyl-1,3,2-dioxaborolan-2-yl)phenyl)pyrrolidin-3-amine FCCCN1C[C@H](CC1)NC1=CC=C(C=C1)B1OC(C(O1)(C)C)(C)C